C(\C=C/C(=O)O)(=O)O.C1(OC=CC2=CC=CC=C12)=O isochromen-1-one Maleate